(2,3,4,5,6-pentafluorophenyl)porphyrin FC1=C(C(=C(C(=C1F)F)F)F)C1=C2NC(=C1)C=C1C=CC(=N1)C=C1C=CC(N1)=CC=1C=CC(N1)=C2